(4-(((5-Hydroxy-1,2,3,4-tetrahydronaphthalen-2-yl)(propyl)amino)methyl)piperidin-1-yl)(1H-pyrrol-2-yl)methanone OC1=C2CCC(CC2=CC=C1)N(CCC)CC1CCN(CC1)C(=O)C=1NC=CC1